CN1C(=CC2=C1CN(CC2)S(=O)(=O)C)C(=O)OCC ethyl 1-methyl-6-(methylsulfonyl)-4,5,6,7-tetrahydro-1H-pyrrolo[2,3-c]pyridine-2-carboxylate